OCC1(CCOCC1)NC(=O)C1=C(C=C2C=CC(=CN12)OCC1=C(N=CS1)C)C N-[4-(hydroxymethyl)oxan-4-yl]-2-methyl-6-[(4-methyl-1,3-thiazol-5-yl)methoxy]indolizine-3-carboxamide